FC=1C(=NC=C(C1)C(C)(C)O)COC1=NN=C(S1)NC(=O)C=1C=NC(=CC1C1=C(C=CC=C1OC)F)C N-(5-((3-fluoro-5-(2-hydroxy-prop-2-yl)pyridin-2-yl)methoxy)-1,3,4-thiadiazol-2-yl)-4-(2-fluoro-6-methoxyphenyl)-6-methylpyridine-3-carboxamide